The molecule is an amino hexasaccharide epitope consisting of three 3-deoxy-D-manno-oct-2-ulose residues and two N-acetylglucosamine residues (one at the reducing end) in a branched sequence, with one phosphate group attached. It has a role as an epitope. It is an oligosaccharide phosphate and a glucosamine oligosaccharide. CC(=O)N[C@@H]1[C@H]([C@@H]([C@H](O[C@@H]1O)CO[C@H]2[C@@H]([C@H]([C@@H]([C@H](O2)CO[C@@]3(C[C@H]([C@H]([C@H](O3)[C@@H](CO)O)O)O[C@@]4(C[C@H]([C@H]([C@H](O4)[C@@H](CO[C@@]5(C[C@H]([C@H]([C@H](O5)[C@@H](CO)O)O)O)C(=O)O)O)O)O[C@@]6(C[C@H]([C@H]([C@H](O6)[C@@H](CO)O)O)O)C(=O)O)C(=O)O)C(=O)O)OP(=O)(O)O)O)NC(=O)C)O)O